NC1(CN=C(C=C1CO)C1=C(C=C(C(=C1)F)F)F)C(C(F)F)O 3-amino-1-(4-(hydroxymethyl)-6-(2,4,5-trifluorophenyl)pyridin-3-yl)-2,2-difluoroethan-1-ol